CC(C(=O)OCC)(C=O)C ethyl 2,2-dimethyl-3-oxopropionate